5-(2-carbomethoxyvinyl)uridine C(=O)(OC)C=CC=1C(NC(N([C@H]2[C@H](O)[C@H](O)[C@@H](CO)O2)C1)=O)=O